ClC1(NC=C2NC(N(C2=N1)CC1=CC=C(C=C1)N1N=C(C=C1C1CC1)C(C)(C)O)=O)C1=C(C(=CC=C1)F)C(C)C 2-chloro-9-([4-[5-cyclopropyl-3-(2-hydroxy-propan-2-yl)pyrazol-1-yl]phenyl]methyl)-2-(3-fluoro-2-isopropylphenyl)-7H-purin-8-one